4-((2,4-dichloro-5-methoxyphenyl)amino)-7-(3-(4-((2-(2,6-dioxopiperidin-3-yl)-1,3-dioxoisoindolin-5-yl)methyl)piperazin-1-yl)propoxy)-6-methoxyquinoline-3-carbonitrile ClC1=C(C=C(C(=C1)Cl)OC)NC1=C(C=NC2=CC(=C(C=C12)OC)OCCCN1CCN(CC1)CC=1C=C2C(N(C(C2=CC1)=O)C1C(NC(CC1)=O)=O)=O)C#N